3-(difluoromethoxy)-4-fluorophenol FC(OC=1C=C(C=CC1F)O)F